N[C@H](C(=O)N1[C@@H]([C@@H]2[C@H](C1)C21CC1)C(=O)O)C(C)(C)C (1R,2S,5S)-3-[(2S)-2-amino-3,3-dimethyl-butanoyl]spiro[3-azabicyclo[3.1.0]hexane-6,1'-cyclopropane]-2-carboxylic acid